(1-methyl-1H-pyrazol-3-yl)pyrazolo[1,5-a]pyridine CN1N=C(C=C1)C1=NN2C(C=CC=C2)=C1